C(C1=CC=CC=C1)(=O)OC[C@H]1OC[C@@H]([C@]1(N1C=C(C2=C1N=CN=C2Cl)Cl)OC(C2=CC=CC=C2)=O)F [(2R,3R,4S,5R)-3-(benzoyloxy)-3-{4,5-dichloro-7H-pyrrolo[2,3-d]pyrimidin-7-yl}-4-fluorooxolan-2-yl]methyl benzoate